(3R)-4-[5-fluoro-2-(1-fluoro-3-methyl-6-{1-[(2R)-3-methyl-1-[(3S)-piperidin-3-yloxy]butan-2-yl]azetidin-3-yl}imidazo[1,5-a]pyridin-8-yl)benzoyl]-3-methylmorpholine FC=1C=CC(=C(C(=O)N2[C@@H](COCC2)C)C1)C=1C=2N(C=C(C1)C1CN(C1)[C@@H](CO[C@@H]1CNCCC1)C(C)C)C(=NC2F)C